ClC1=C(C=CC=C1)[C@H]1[C@@](O1)(C1=C(C=C(C=C1)F)F)CN1N=CNC1=S |o1:7,8| 2-{[rel-(2R,3S)-3-(2-chlorophenyl)-2-(2,4-difluorophenyl)oxirane-2-yl]methyl}-2,4-dihydro-3H-1,2,4-triazole-3-thione